C(C)OC1=C(O[C@H]2CN(CCC2)C2=NC=CC(=N2)NC2=NC=CC(=N2)C=2C=C(C=CC2)CC(C(=O)O)(C)C)C=CC=C1 (R)-3-(3-(2-((2-(3-(2-ethoxyphenoxy)piperidin-1-yl)pyrimidin-4-yl)amino)pyrimidin-4-yl)phenyl)-2,2-dimethylpropanoic acid